N12C(CCC2C1)C(=O)O.C(#C)C1N(C2CC2C1)C(=O)OC(C)(C)C tert-butyl 3-ethynyl-2-azabicyclo[3.1.0]hexane-2-carboxylate azabicyclo[3.1.0]hexane-2-carboxylate